[(2-isopropyl-3,4-dihydro-1H-isoquinolin-7-yl)methyl]pyrazole-4-carboxamide C(C)(C)N1CC2=CC(=CC=C2CC1)CC1=NNC=C1C(=O)N